N,N-Dipropylanilin C(CC)N(C1=CC=CC=C1)CCC